(S)-1-(2-methoxyethyl)-3-(trifluoromethyl)-N-(1-(3-(2-(trifluoromethyl)pyridin-4-yl)-1,2,4-oxadiazol-5-yl)ethyl)-1H-pyrazole-5-carboxamide COCCN1N=C(C=C1C(=O)N[C@@H](C)C1=NC(=NO1)C1=CC(=NC=C1)C(F)(F)F)C(F)(F)F